N-(4-(2-aminothiazolo[5,4-b]pyridin-5-yl)phenyl)-N-methylmethanesulfonamide NC=1SC2=NC(=CC=C2N1)C1=CC=C(C=C1)N(S(=O)(=O)C)C